6-(7,8-dihydro-6H-pyrimido[5,4-b][1,4]oxazin-2-yl)-7-fluoro-2-[(4S)-4-[[6-oxo-5-(trifluoromethyl)-1H-pyridazin-4-yl]amino]pentyl]isoquinolin-1-one N1=C(N=CC=2OCCNC21)C=2C=C1C=CN(C(C1=CC2F)=O)CCC[C@H](C)NC=2C=NNC(C2C(F)(F)F)=O